FC(C=1C=C(C=CC1)SCC=1N=NNC1)(F)F 4-[(3-trifluoromethylphenyl)thiomethyl]-1H-1,2,3-triazole